glycerol tridecanoate C(CCCCCCCCCCCC)(=O)OCC(O)CO